(R)-N-(1-(3-amino-5-(trifluoromethyl)phenyl)ethyl)-6-cyclopropyl-7-methoxy-2-methylpyrido[2,3-d]pyrimidin-4-amine NC=1C=C(C=C(C1)C(F)(F)F)[C@@H](C)NC=1C2=C(N=C(N1)C)N=C(C(=C2)C2CC2)OC